C(CC)OC1C(NC(N1CC)=O)=O 5-propoxy-1-ethylhydantoin